FC(C=1C=C(OC2CC(CC2)NC(C=C)=O)C=CC1)(F)F N-(3-(3-(trifluoromethyl)phenoxy)cyclopentyl)acrylamide